ClC=1C=CC(=C2C=NNC12)COC1=NN=C(S1)NC(=O)C=1C=NC(=CC1C1=C(C=CC=C1)OC)C N-[5-[(7-chloro-1H-indazol-4-yl)methoxy]-1,3,4-thiadiazol-2-yl]-4-(2-methoxyphenyl)-6-methylpyridine-3-carboxamide